C1([C@H](O)[C@@H](O)CO1)[C@@]1(C[C@H](O)[C@@H](CO)O1)N1C(=O)NC(=O)C(C)=C1 L-threofuranosyl-thymidine